2-(3-(Difluoromethyl)-1-((6-(trifluoromethyl)pyridin-3-yl)methyl)-1H-pyrazole-4-carbonyl)-3-hydroxy-5,5-dimethylcyclohex-2-en-1-one FC(C1=NN(C=C1C(=O)C=1C(CC(CC1O)(C)C)=O)CC=1C=NC(=CC1)C(F)(F)F)F